rac-(7S)-7-tert-butyl-N-[rac-(1R)-3-(dimethylamino)-1-[3-[[1-(2,2,2-trifluoroethyl)pyrrolidin-3-yl]carbamoyl]phenyl]propyl]-5,6,7,8-tetrahydrothiazolo[5,4-b]quinoline-2-carboxamide C(C)(C)(C)[C@@H]1CC=2C=C3C(=NC2CC1)SC(=N3)C(=O)N[C@H](CCN(C)C)C3=CC(=CC=C3)C(NC3CN(CC3)CC(F)(F)F)=O |r|